(S)-(1-(4-Bromoquinolin-2-yl)but-3-en-1-yl)carbamic acid tert-butyl ester C(C)(C)(C)OC(N[C@@H](CC=C)C1=NC2=CC=CC=C2C(=C1)Br)=O